N-(2-(4-((1s,4S)-2-oxa-5-azabicyclo[2.2.1]heptane-5-yl)piperidine-1-yl)-5-((6-((S)-3-(3-fluoro-2-methylbenzyl)isoxazolidine-2-yl)pyrimidine-4-yl)amino)-4-methoxy-phenyl)acrylamide [C@@H]12OC[C@@H](N(C1)C1CCN(CC1)C1=C(C=C(C(=C1)OC)NC1=NC=NC(=C1)N1OCC[C@@H]1CC1=C(C(=CC=C1)F)C)NC(C=C)=O)C2